COC1=C(C=C(C=N1)N)OCCOC 6-methoxy-5-(2-methoxyethoxy)pyridin-3-amine